2-(1,4-dioxaspiro[4.5]decan-8-yl)-3-methyl-5-(trifluoromethyl)pyridine O1CCOC12CCC(CC2)C2=NC=C(C=C2C)C(F)(F)F